N-(3-(8-((5S,6R)-6-fluoro-1,4-oxazepan-5-yl)-3-(2,2,2-trifluoroethyl)imidazo[1,2-a]pyridin-2-yl)prop-2-yn-1-yl)-2-methoxy-4-(methylsulfonyl)aniline F[C@@H]1[C@@H](NCCOC1)C=1C=2N(C=CC1)C(=C(N2)C#CCNC2=C(C=C(C=C2)S(=O)(=O)C)OC)CC(F)(F)F